ClC1=C(C=CC(=C1)C(F)(F)F)NC(CN1C=2N(C(C(=C1CC)N1CCN(CC1)C(C1=NC=CC=C1O)=O)=O)N=C(N2)N2C[C@@H](CCC2)F)=O |r| rac-N-(2-chloro-4-(trifluoromethyl)phenyl)-2-(5-ethyl-2-(3-fluoropiperidin-1-yl)-6-(4-(3-hydroxypicolinoyl)piperazin-1-yl)-7-oxo-[1,2,4]triazolo[1,5-a]pyrimidin-4(7H)-yl)acetamide